[Si](C)(C)(C(C)(C)C)OCCC(C1=CC=C(C=C1)Cl)N1C(NCC1=O)=O 3-(3-((tert-butyldimethylsilyl)oxyl)-1-(4-chlorophenyl)propyl)imidazolidine-2,4-dione